8-bromo-1-(3-fluoro-5-methoxy-4-pyridyl)-7-methoxy-3H-imidazo[4,5-c]quinolin-2-one BrC1=CC=2C3=C(C=NC2C=C1OC)NC(N3C3=C(C=NC=C3OC)F)=O